7,11,15-trimethyl-3-methylidenehexadec-1-ene CC(CCCC(C=C)=C)CCCC(CCCC(C)C)C